N1NCCC2=C1C=1N(C=CC2)N=C2C1CN(C=C2)C(=O)N tetrahydro-5H-pyridazino[3,4-c]pyrido[4',3':3,4]-pyrazolo[1,5-a]azepine-12(13H)-carboxamide